ClC=1C(=CC(=NC1)OC)C1=CC(=NN1)C(=O)N1CCC(CC1)(C(=O)NCC1=CC(=CC=C1)Cl)C#N 1-[5-(5-chloro-2-methoxypyridin-4-yl)-1H-pyrazole-3-carbonyl]-N-[(3-chlorophenyl)methyl]-4-cyanopiperidine-4-carboxamide